4-(5-methyl-1,2,4-oxadiazol-3-yl)benzoic acid CC1=NC(=NO1)C1=CC=C(C(=O)O)C=C1